4,4-dipropyl-cyclohexanone C(CC)C1(CCC(CC1)=O)CCC